ClC=1C=C(C(=O)OC(C2=CC(=CC=C2)Cl)=O)C=CC1 3-chlorobenzoic anhydride